P(=O)([O-])([O-])[O-].[K+].[Zn+2].[Mo+4] molybdenum-zinc-potassium phosphate